N-[2-(6-chloro-2-pyridyl)-2-(1-methylpyrazol-4-yl)propyl]-5-(3,5-difluoro-2-pyridyl)-1,3,4-thiadiazole-2-carboxamide ClC1=CC=CC(=N1)C(CNC(=O)C=1SC(=NN1)C1=NC=C(C=C1F)F)(C)C=1C=NN(C1)C